CC1=NC=2C3C(C(CC2C(N1)=O)N1CCC(CC1)OC(F)(F)F)C3 2-methyl-6-(4-(trifluoromethoxy)piperidin-1-yl)-3,5,6,6a,7,7a-hexahydro-4H-cyclopropa[h]quinazolin-4-one